C(\C=C\C(=O)O)(=O)O.C(C1=CC=CC=C1)(=O)O.C(C1=CC=CC=C1)(=O)O Benzoic acid hemifumarate salt